O1S(N([C@@H](C1)C(=O)OC)C(=O)OC(C)(C)C)=O 3-(tert-butyl) 4-methyl (4S)-1,2,3-oxathiazolidine-3,4-dicarboxylate 2-oxide